F[C@H]1CN(CCOC1)C(=O)C1=CC2=C(C=N1)C(=NN2CC(F)(F)F)NC2=NC=C(C=C2)F [(6S)-6-fluoro-1,4-oxazepan-4-yl]-[3-[(5-fluoro-2-pyridyl)amino]-1-(2,2,2-trifluoroethyl)pyrazolo[4,3-c]pyridin-6-yl]methanone